(1R,2S,3S,4R)-3-((6-(difluoromethyl)-2-(5-fluoro-1H-pyrrolo[2,3-b]pyridin-3-yl)pyrrolo[2,1-f][1,2,4]triazin-4-yl)amino)bicyclo[2.2.2]octane-2-carboxylic acid FC(C=1C=C2C(=NC(=NN2C1)C1=CNC2=NC=C(C=C21)F)N[C@@H]2[C@H](C1CCC2CC1)C(=O)O)F